tert-Butyl (1-acetylpiperidin-4-yl)((6-(2-chloro-3-(3-chloro-2-(8-ethoxy-2-formyl-[1,2,4]triazolo[1,5-a]pyridin-6-yl)pyridin-4-yl)phenyl)-2-methoxypyridin-3-yl)methyl)carbamate C(C)(=O)N1CCC(CC1)N(C(OC(C)(C)C)=O)CC=1C(=NC(=CC1)C1=C(C(=CC=C1)C1=C(C(=NC=C1)C=1C=C(C=2N(C1)N=C(N2)C=O)OCC)Cl)Cl)OC